Caprylyl-Sulfonate C(CCCCCCC)(=O)S(=O)(=O)[O-]